COC1=C(C=C(C=C1)CC2=NC=CC3=CC(=C(C=C32)OC)OC)OC.Cl 6,7,3',4'-tetramethoxy-1-benzylisoquinoline hydrochloride